O-(3-fluoro-4-nitrophenyl) dimethylthiocarbamate CN(C(OC1=CC(=C(C=C1)[N+](=O)[O-])F)=S)C